di(isohexyl) isophthalate C(C1=CC(C(=O)OCCCC(C)C)=CC=C1)(=O)OCCCC(C)C